N-(1'-(5-methyl-4-(piperidin-1-ylsulfonyl)furan-2-carbonyl)spiro[cyclohexane-1,3'-indolin]-5'-yl)methanesulfonamide CC1=C(C=C(O1)C(=O)N1CC2(C3=CC(=CC=C13)NS(=O)(=O)C)CCCCC2)S(=O)(=O)N2CCCCC2